ClC=1C=CC(=C(C1)C1=NC=NN2C1=CC(=C2)CN2C(C1C(C1C2=O)(C)C)=O)N2CC1(CCCN1)CC2 3-((4-(5-chloro-2-(1,7-diazaspiro[4.4]nonan-7-yl)phenyl)pyrrolo[2,1-f][1,2,4]triazin-6-yl)methyl)-6,6-dimethyl-3-azabicyclo[3.1.0]hexane-2,4-dione